CS(=O)(=O)NC1C(N(CCC1)C(=O)OC)COC1CCC(CC1)C1=CC=CC=C1 methyl 3-((methyl sulfonyl)amino)-2-(((4-phenyl cyclohexyl)oxy)methyl)piperidine-1-carboxylate